ethyl 2-(6-fluoro-2-methyl-1H-indol-3-yl)acetate FC1=CC=C2C(=C(NC2=C1)C)CC(=O)OCC